C(C1CO1)N(CC1CO1)C1=CC=C(C=C1)OCC1CO1 N,N-diglycidyl-4-glycidoxyphenylamine